methyl (1S,3S,5S)-5-methyl-2-azabicyclo[3.1.0]hexane-3-carboxylate hydrochloride Cl.C[C@@]12C[C@H](N[C@H]2C1)C(=O)OC